C(C1CO1)C(C(CO)(CO)CC1CO1)(CC1CO1)CC1CO1 tetraglycidyl-dimethylolethane